CC=1C=CC=C(C1)S(=O)(=O)ON=C1C=CC(S1)=C(C#N)C1=C(C=CC=C1)C 5-methylphenylsulfonyloxylimino-5H-thiophen-2-ylidene-(2-methylphenyl)acetonitrile